6-Nonadecenic acid C(CCCCC=CCCCCCCCCCCCC)(=O)O